(E)-3-(1-((2,4-dimethylphenyl)sulfonyl)-5-morpholino-1H-indol-3-yl)-1-(pyridin-3-yl)prop-2-en-1-one CC1=C(C=CC(=C1)C)S(=O)(=O)N1C=C(C2=CC(=CC=C12)N1CCOCC1)/C=C/C(=O)C=1C=NC=CC1